C[C@H]1CN(CC1)C=1C=C2C(=CC=NC2=CC1)C(=O)OC(C)(C)C tert-Butyl (R)-6-(3-methylpyrrolidin-1-yl)quinoline-4-carboxylate